bis(cyclopentadienyl)bis(2,3,4,5,6-pentafluorophenyl)titanium C1(C=CC=C1)[Ti](C1=C(C(=C(C(=C1F)F)F)F)F)(C1=C(C(=C(C(=C1F)F)F)F)F)C1C=CC=C1